N1S(C=CC2=C1C=CC=C2)=O benzo[c][1,2]thiazin-2-one